N[C@@H](CCC(=O)[O-])C(=O)OC(CCCCCCCCCCCCCCCCCCCCC)=O behenoyl glutamate